C(C)(C)(C)OC(=O)N1[C@@H](C(=CC(C1)=O)C1CC1)CO[Si](C)(C)C(C)(C)C (S)-2-((tert-Butyldimethylsilyloxy)methyl)-3-cyclopropyl-5-oxo-5,6-dihydropyridine-1(2H)-carboxylic acid tert-butyl ester